(E)-N1-[(6-chloro-3-pyridyl)methyl]-N2-cyano-N1-methylacetamidine CC(=NC#N)N(C)CC1=CN=C(C=C1)Cl